triethoxy(2-isocyanatoethyl)silane C(C)O[Si](CCN=C=O)(OCC)OCC